C(C(C)C)C=1C(=C(C2=CC=CC=C2C1)S(=O)(=O)[O-])CC(C)C diisobutylnaphthalene-sulfonate